1-(hydroxymethyl)cyclopropanecarboxamide (trifluoroacetate) FC(C(=O)O)(F)F.OCC1(CC1)C(=O)N